BrC1=CC(=C(C=C1)O)C(C)(C)C 4-bromo-2-tertiary butyl-phenol